N1-methylguanosine-5'-triphosphate P(O)(=O)(OP(=O)(O)OP(=O)(O)O)OC[C@@H]1[C@H]([C@H]([C@@H](O1)N1C=NC=2C(=O)N(C(N)=NC12)C)O)O